[Co].ClC=1C=C(C(=NC1C1OC(C(=N1)C(C)(C)C)(C)C)C1OC(C(=N1)C(C)(C)C)(C)C)Cl Dichloro[2,6-bis[4-(S)-tert-butyl-5,5-dimethyl-2-oxazolyl]pyridine] cobalt